C1=C(C=CC2=CC=CC=C12)C=1C=C(C=C2C=3C=C(C(=CC3C3=C(C(=CC=C3C12)OCCCCC)OCCCCC)OCCCCC)OCCCCC)OCCCCC 8-(naphthalene-2-yl)-2,3,6,11,12-penta(pentyloxy)triphenylene